1,1-Dimethylethyl (2R)-2-(1-{[(phenylmethyl)oxy]carbonyl}-3-{[(2R)-3,3,3-trifluoro-2-(methyloxy)-2-phenylpropanoyl]oxy}azetidin-3-yl)piperidine-1-carboxylate C1(=CC=CC=C1)COC(=O)N1CC(C1)(OC([C@@](C(F)(F)F)(C1=CC=CC=C1)OC)=O)[C@@H]1N(CCCC1)C(=O)OC(C)(C)C